CC1(CC1)NC=1C2=C(N=C(N1)C1=CN=NC=C1)C=NC=C2 N-(1-methylcyclopropyl)-2-(pyridazin-4-yl)pyrido[3,4-d]pyrimidin-4-amine